C(C)(C)(C)OC(=O)N1CCN(CC1)C[C@H](C)NC1=NC=NC2=C(C=CC=C12)C=1C=NC=CC1 4-[(2S)-2-[(8-pyridin-3-ylquinazolin-4-yl)amino]propyl]piperazine-1-carboxylic acid tert-butyl ester